ClC=1C(=CC(=C(C1)S(=O)(=O)NC=1SC(=CN1)F)F)NCCCCNC[C@H]1NCCC1 5-chloro-2-fluoro-N-(5-fluoro-1,3-thiazol-2-yl)-4-[(4-{[(2S)-pyrrolidin-2-ylmethyl]amino}butyl)amino]benzenesulfonamide